(1aR,5aR)-2-(5-Methoxy-pyridin-2-yl)-1a,2,5,5a-tetrahydro-1H-2,3-diaza-cyclopropa[a]pentalene-4-carboxylic acid (2-hydroxy-1,1-dimethyl-ethyl)-amide OCC(C)(C)NC(=O)C=1C=2C[C@@H]3[C@H](C2N(N1)C1=NC=C(C=C1)OC)C3